ClC=1SC2=C(N1)SC(=C2)C(=O)OCC Ethyl 2-chlorothieno[2,3-d]thiazole-5-carboxylate